CN1C=2C(NC(=NC2NCC1)N)=O 5-methyl-7,8-dihydro-pterin